OC1=NC(=NC=C1C(=O)OCC)C1CC2(CC2)C1 ethyl 4-hydroxy-2-spiro[2.3]hexan-5-yl-pyrimidine-5-carboxylate